BrC=1C(=C(C=C(C1)C(F)(F)F)B1OC(C(O1)(C)C)(C)C)F 2-[3-bromo-2-fluoro-5-(trifluoromethyl)phenyl]-4,4,5,5-tetramethyl-1,3,2-dioxaborolane